FC1=C(C=C(C=C1)[N+](=O)[O-])NC(OC(C)(C)C)=O tert-butyl (2-fluoro-5-nitrophenyl)carbamate